2-([1,1'-biphenyl]-4-yl)-7H-purine-8-carboxylic acid C1(=CC=C(C=C1)C1=NC=C2NC(=NC2=N1)C(=O)O)C1=CC=CC=C1